CC1=C(C=CC=C1C)C=1C(N(C(N(C1)CC(N1CCC(CC1)N1C(NC2=C(CC1)C=CC=C2)=O)=O)=O)CCOC)=O 5-(2,3-dimethyl-phenyl)-3-(2-methoxy-ethyl)-1-{2-oxo-2-[4-(2-oxo-1,2,4,5-tetrahydro-benzo[d][1,3]diazepin-3-yl)-piperidin-1-yl]-ethyl}-1H-pyrimidine-2,4-dione